CN(CCCOC1=C(C=C(C=C1)C1=CC=2C3=C(C=NC2C=C1)N(CC31C(C1)=O)C)NS(=O)(=O)C1=CC(=CC=C1)F)C N-(2-(3-(Dimethylamino)propoxy)-5-(3'-methyl-2-oxo-2',3'-dihydrospiro[cyclopropane-1,1'-pyrrolo[2,3-c]quinolin]-8'-yl)phenyl)-3-fluorobenzenesulfonamide